5-(3-((3-(methylsulfonyl)phenyl)ethynyl)phenoxy)-1H-1,2,3-triazole-4-carboxylic acid CS(=O)(=O)C=1C=C(C=CC1)C#CC=1C=C(OC2=C(N=NN2)C(=O)O)C=CC1